(S)-3-(4-fluoro-2-methylphenoxy)-N-(3-(S-methylsulfonyl)phenyl)-5-phenyl-6-(trifluoromethyl)pyridazine-4-carboxamide FC1=CC(=C(OC=2N=NC(=C(C2C(=O)NC2=CC(=CC=C2)S(=O)(=O)C)C2=CC=CC=C2)C(F)(F)F)C=C1)C